[Ge].[Ge].[Ti] titanium germanium compound with germanium